BrC1=C(OCCN2C[C@H](N(CC2)C(=O)OC(C)(C)C)C)C=CC(=C1)[N+](=O)[O-] (R)-tert-butyl 4-(2-(2-bromo-4-nitrophenoxy) ethyl)-2-methylpiperazine-1-carboxylate